C(#N)C=1C=C2CCN(CC2=C(C1)F)C1=CC=CC(=N1)C12CCN(CC2C1)CC1=NC2=C(N1CC1OCC1)C=C(C=C2)C(=O)O 2-((6-(6-(6-cyano-8-fluoro-3,4-dihydroisoquinolin-2(1H)-yl)pyridin-2-yl)-3-azabicyclo[4.1.0]heptan-3-yl)methyl)-1-(oxetan-2-ylmethyl)-1H-benzo[d]imidazole-6-carboxylic acid